CC(C(=O)O)=C.NC=1C(=NC(=CN1)C1=CC=C(C=C1)S(=O)(=O)C1CC1)C1=CC(=NO1)C1=CC=C(CNC(=N)N)C=C1 1-(4-(5-(3-amino-6-(4-(cyclopropylsulfonyl)phenyl)pyrazin-2-yl)isoxazol-3-yl)benzyl)guanidine Methyl-acrylat